N,N'-dimethyl-trans-1,2-cyclohexanediamine CN[C@H]1[C@@H](CCCC1)NC